3-methylpyrrolidin-3-yl-carbamic acid tert-butyl ester C(C)(C)(C)OC(NC1(CNCC1)C)=O